4-(4-Fluorophenyl)-N-((1-isopropylpiperidin-4-yl)methyl)-3,4-dihydroquinoxaline-1(2H)-carboxamide FC1=CC=C(C=C1)N1CCN(C2=CC=CC=C12)C(=O)NCC1CCN(CC1)C(C)C